tert-butyl N-[(3S)-2-oxooxetan-3-yl]carbamate O=C1OC[C@@H]1NC(OC(C)(C)C)=O